N[C@@H](C)C=1C(=C(C(=C(C1)Cl)F)[C@@H]1CC(NC1)=O)OCC (S)-4-(3-((S)-1-aminoethyl)-5-chloro-2-ethoxy-6-fluorophenyl)pyrrolidin-2-one